(R)-2-((1R,5S,6R)-3-(5-cyano-6-((S)-2-methylazetidin-1-yl)-4-(trifluoromethyl)pyridin-2-yl)-3-azabicyclo[3.1.0]hexan-6-yl)propanoic acid C(#N)C=1C(=CC(=NC1N1[C@H](CC1)C)N1C[C@@H]2C([C@@H]2C1)[C@H](C(=O)O)C)C(F)(F)F